C1(C=CC2=CC=CC=C12)=O 1-indenone